(R)-5-(((2-(6-((3R,5R)-3-amino-5-fluoropiperidine-1-carbonyl)-3-methylpyrazolo[1,5-a]pyridin-2-yl)-1-(cyclopropylmethyl)-1H-indol-7-yl)oxy)methyl)pyrrolidin-2-one N[C@H]1CN(C[C@@H](C1)F)C(=O)C=1C=CC=2N(C1)N=C(C2C)C=2N(C1=C(C=CC=C1C2)OC[C@H]2CCC(N2)=O)CC2CC2